NC1=CC(=C2C(CCO2)=C1C#N)C1=CC=C(C=C1)C(C(F)(F)F)C 5-amino-7-(4-(1,1,1-trifluoropropan-2-yl)phenyl)-2,3-dihydrobenzofuran-4-carbonitrile